N-(3-Cyano-5-fluorophenyl)-N-{4-[2-(2,6-dichlorophenyl)acetamido]pyridin-2-yl}acetamide C(#N)C=1C=C(C=C(C1)F)N(C(C)=O)C1=NC=CC(=C1)NC(CC1=C(C=CC=C1Cl)Cl)=O